FC(OC1=CC=C(C=C1)C=1C2=C(N=C(N1)CNC(C=C)=O)SC=N2)(F)F N-[[7-[4-(trifluoromethoxy)phenyl]thiazolo[5,4-d]pyrimidin-5-yl]methyl]prop-2-enamide